FC([C@H](CC(C(=O)OCC1=CC=CC=C1)=C)NS(=O)(=O)C(C)(C)C)(F)F benzyl (4s)-5,5,5-trifluoro-2-methylidene-4-(2-methylpropane-2-sulfonamido)pentanoate